C(C)OC(CCCP(=O)(OC)OC1=CC(=CC(=C1C1C(CCC(=C1)C)C(=C)C)OP(=O)(OC)CCCC(=O)OCC)CCCCC)=O ethyl 4-(((6-(((4-ethoxy-4-oxobutyl)(methoxy)phosphoryl)oxy)-5'-methyl-4-pentyl-2'-(prop-1-en-2-yl)-1',2',3',4'-tetrahydro-[1,1'-biphenyl]-2-yl)oxy)(methoxy)phosphoryl)butanoate